4,4-diamino-octafluoro-biphenyl NC1(C(C(=C(C(=C1F)F)C1=C(C(=C(C(=C1)F)F)F)F)F)F)N